C(CCCCCCCCCCCCC\C=C/CCCCCCCC)CC(=O)O.C(C)(=O)O acetic acid (Z)-tetracosan-15-en-1-yl-acetate